(1r,4r)-4-(5-chloro-4-((4-(methylamino)-5-(trifluoromethyl)pyrimidin-2-yl)amino)-1H-pyrazol-1-yl)-1-(methylimino)hexahydro-1λ6-thiopyran 1-oxide ClC1=C(C=NN1C1CCS(CC1)(=NC)=O)NC1=NC=C(C(=N1)NC)C(F)(F)F